tertbutyl (3S)-4-hydroxy-3-methyl-2-oxa-8-azaspiro[4.5]decane-8-carboxylate OC1[C@@H](OCC12CCN(CC2)C(=O)OC(C)(C)C)C